N1C(=O)NC(=O)C(=C1)C1=CC=CC=C1C=NO uracilbenzaldoxime